C(C)OC1C2C=CC(C1OCC)C2 5,6-diethoxybicyclo[2.2.1]-2-heptene